OC(CN1CCCCC1)CO 1-(2,3-dihydroxypropyl)-piperidine